ethyl 6-chloro-8-{[(4-methoxyphenyl)methyl](methyl)amino}imidazo[1,2-b]pyridazine-3-carboxylate ClC=1C=C(C=2N(N1)C(=CN2)C(=O)OCC)N(C)CC2=CC=C(C=C2)OC